triaminotriphenylene NC=1C(=C(C=2C3=CC=CC=C3C3=CC=CC=C3C2C1)N)N